tert-butyl N-{26-[2-(benzyloxy)-4-nitrophenoxy]-3,6,9,12,15,18,21,24-octaoxahexacosan-1-yl}carbamate C(C1=CC=CC=C1)OC1=C(OCCOCCOCCOCCOCCOCCOCCOCCOCCNC(OC(C)(C)C)=O)C=CC(=C1)[N+](=O)[O-]